2-cyanomethyl-4,6-dimethylpyrimidine C(#N)CC1=NC(=CC(=N1)C)C